C(C)(C)(C)NN=C(C1=CC=C(C=C1)F)C1=C(C=C(C=C1)Br)F tert-butyl-2-((4-bromo-2-fluorophenyl)(4-fluorophenyl)methylene)hydrazine